6-chloro-4-[4-[(4-fluorophenyl)methyl-amino]-1-piperidinyl]-1-methyl-2-oxo-1,5-naphthyridine-3-carbonitrile ClC=1N=C2C(=C(C(N(C2=CC1)C)=O)C#N)N1CCC(CC1)NCC1=CC=C(C=C1)F